3,5-difluoro-4-hydroxy-N-({(1r,4r)-4-[6-(imidazo[5,1-b][1,3]thiazol-3-yl)-2H-indazol-2-yl]cyclohexyl}methyl)benzamide, trifluoroacetate salt FC(C(=O)O)(F)F.FC=1C=C(C(=O)NCC2CCC(CC2)N2N=C3C=C(C=CC3=C2)C=2N3C(SC2)=CN=C3)C=C(C1O)F